tert-butyl (4S)-2,2-dimethyl-4-[3-[(6-sulfamoyl-2-pyridyl)amino]propyl]pyrrolidine-1-carboxylate CC1(N(C[C@H](C1)CCCNC1=NC(=CC=C1)S(N)(=O)=O)C(=O)OC(C)(C)C)C